The molecule is an N-substituted cadaverine that is cadaverine in which one of the amino groups has been converted to the corresponding acetamide. It has a role as a human metabolite. It is a secondary carboxamide, a primary amino compound, a member of acetamides and a N-substituted cadaverine. It derives from a cadaverine. It is a conjugate base of a N-acetylcadaverine(1+). CC(=O)NCCCCCN